3-amino-N-{2-[3-amino-4-(trifluoromethoxy)pyrrolidin-1-yl]-5,6,7,8-tetrahydroquinolin-6-yl}-6-methylthieno[2,3-b]pyridine-2-carboxamide NC1=C(SC2=NC(=CC=C21)C)C(=O)NC2CC=1C=CC(=NC1CC2)N2CC(C(C2)OC(F)(F)F)N